NC1=NC=C(C2=C1C(=NN2C)C2=CC(=C(C=C2)NS(=O)(=O)C(F)F)OC(C)C)C=2C=NN(C2)C2CCOCC2 N-(4-(4-amino-1-methyl-7-(1-(tetrahydro-2H-pyran-4-yl)-1H-pyrazol-4-yl)-1H-pyrazolo[4,3-c]pyridin-3-yl)-2-isopropoxyphenyl)-1,1-difluoromethane-sulfonamide